C(N)(OC1CC2(C1)CCN(CC2)C2=C(C=C(C=C2)NC2=NC=C(C(=N2)NC2=C(C=CC=C2)P(C)C)C#N)C)=O (7-(4-((5-cyano-4-((2-(dimethylphosphino) phenyl) amino) pyrimidin-2-yl) amino)-2-methylphenyl)-7-azaspiro[3.5]nonan-2-yl) carbamate